C(C)(C)C1=C(O)C=CC=C1O 2-Isopropylresorcinol